1-tert-butyl 4-ethyl (3S,4S)-(+/-)-cis-3-{[(tert-butoxy)carbonyl]amino}piperidine-1,4-dicarboxylate C(C)(C)(C)OC(=O)N[C@@H]1CN(CC[C@@H]1C(=O)OCC)C(=O)OC(C)(C)C |r|